6-[8-(1,3-benzothiazol-2-ylcarbamoyl)-3,4-dihydroisoquinolin-2(1H)-yl]-3-[1-(3-chlorobenzyl)-1H-pyrazol-4-yl]pyridine-2-carboxylic acid S1C(=NC2=C1C=CC=C2)NC(=O)C=2C=CC=C1CCN(CC21)C2=CC=C(C(=N2)C(=O)O)C=2C=NN(C2)CC2=CC(=CC=C2)Cl